(S)-1-(1H-benzo[d]imidazol-5-yl)-5-(4-propoxyphenyl)imidazolidin-2-one hydrochloride Cl.N1C=NC2=C1C=CC(=C2)N2C(NC[C@@H]2C2=CC=C(C=C2)OCCC)=O